(1S,3aR,7aS)-2-(7-chloro-1H-indole-2-carbonyl)-N-((S)-1-cyano-2-((S)-2-oxopiperidin-3-yl)ethyl)octahydro-1H-isoindole-1-carboxamide ClC=1C=CC=C2C=C(NC12)C(=O)N1[C@@H]([C@H]2CCCC[C@H]2C1)C(=O)N[C@@H](C[C@H]1C(NCCC1)=O)C#N